CON(C(=O)C1CC1)CC1=CC=C(C=C1)C1=NOC(=N1)C(F)(F)F N-methoxy-N-[[4-[5-(trifluoro-methyl)-1,2,4-oxadiazol-3-yl]phenyl]methyl]cyclopropanecarboxamide